O[C@]1(C(CN2CCN(CC2)C2=NC(=NC(=C2)N2CCN(CC2)C)N(CC)CC)=O)CC[C@H]2[C@@H]3CCC4=CC(CC[C@]4(C)C3=CC[C@]12C)=O 17α-hydroxy-21-[4-[2-(diethylamino)-6-(4-methyl-1-piperazinyl)(4-pyrimidinyl)]-1-piperazinyl]pregna-4,9(11)-diene-3,20-dione